OC1CCC(CC1)C=1C=CC(=C(C(=O)OC)C1)OC methyl 5-(4-hydroxycyclohexyl)-2-methoxybenzoate